CCCCCCCCCCCCCCCCCCCCCCCC(=O)N[C@@H](CO[C@H]1[C@@H]([C@H]([C@@H]([C@H](O1)CO)O)O)O)[C@@H](/C=C/CCCCCCCCCCCCC)O The molecule is a beta-D-glucosyl-N-acylsphingosine in which the acyl group is specified as tetracosanoyl. It has a role as a mouse metabolite. It derives from a tetracosanoic acid.